di-(4-t-butylcyclohexyl) peroxydicarbonate C(=O)(OC1CCC(CC1)C(C)(C)C)OOC(=O)OC1CCC(CC1)C(C)(C)C